1-(3-methylindolin-1-yl)ethane-1-imine CC1CN(C2=CC=CC=C12)C(C)=N